6-methoxy-3-[(2R,3R)-3-(2,4-difluorophenyl)-3-hydroxy-4-(1,2,4-triazol-1-yl)-2-butyl]1,2,3-benzotriazin-4-one COC=1C=CC2=C(C(N(N=N2)[C@H](C)[C@@](CN2N=CN=C2)(O)C2=C(C=C(C=C2)F)F)=O)C1